3-[5-hydroxy-2-(trifluoromethyl)quinazolin-4-yl]propanenitrile OC1=C2C(=NC(=NC2=CC=C1)C(F)(F)F)CCC#N